5-amino-4-(2-methylphenyl)-5-amino-1H-pyrazol NC1(C(=CNN1)C1=C(C=CC=C1)C)N